CN(CCN(C1=C(C=C(C(=C1)OC)NC1=NC=C(C(=N1)N1C(N(C2=C1C=CC=C2)C(C)C)=O)OC)NC(C=C)=O)C)C N-(2-((2-(Dimethylamino)ethyl)(methyl)amino)-5-((4-(3-isopropyl-2-oxo-2,3-dihydro-1H-benzo[d]imidazol-1-yl)-5-methoxypyrimidin-2-yl)amino)-4-methoxyphenyl)acrylamide